decanoic acid 1-butyl-2-decanoyloxy-hexyl ester C(CCC)C(C(CCCC)OC(CCCCCCCCC)=O)OC(CCCCCCCCC)=O